2-methyl-Propanoic acid CC(C(=O)O)C